CN(S(=O)(=O)N1C[C@@H](CCC1)C1=CC=C(C=C1)NC(OCC1=CN=CO1)=O)C oxazol-5-ylmethyl (S)-(4-(1-(N,N-dimethyl-sulfamoyl)piperidin-3-yl)phenyl)carbamate